ClC=1C(=CC=C2N=CC(=NC12)C=1C=NN(C1)C1CC(C1)O)OC1=C(C2=C(N=C(N2)C)C=C1)F (1s,3s)-3-[4-[8-chloro-7-[(4-fluoro-2-methyl-3H-benzimidazol-5-yl)oxy]quinoxalin-2-yl]pyrazol-1-yl]cyclobutanol